2-tert-butyl-5-(1-cyclopropyltriazol-4-yl)-4-isocyano-pyrazol-3-amine C(C)(C)(C)N1N=C(C(=C1N)[N+]#[C-])C=1N=NN(C1)C1CC1